[N+](=O)([O-])C1=CC=C(C=C1)CC(=O)N1CCC(CC1)N1C(NC2=C1C=CC=C2)=O 1-(1-(2-(4-Nitrophenyl)acetyl)piperidin-4-yl)-1H-benzo[d]imidazol-2(3H)-one